Diacetyl-(2,3-butandione) C(C)(=O)C(C(C(C)=O)=O)C(C)=O